2-(5-Chloro-3-methyl-1H-pyrazol-4-yl)-7-fluoro-6-(2-(2-hydroxypropan-2-yl)-1-methyl-1H-imidazol-4-yl)-4-isopropylisoquinolin-1(2H)-one ClC1=C(C(=NN1)C)N1C(C2=CC(=C(C=C2C(=C1)C(C)C)C=1N=C(N(C1)C)C(C)(C)O)F)=O